N-(tert-butoxycarbonyl)-1,2-diaminobutane C(C)(C)(C)OC(=O)NCC(CC)N